4-(5-(2-methyl-2H-tetrazol-5-yl)benzo[d]oxazol-2-yl)picolinic acid CN1N=C(N=N1)C=1C=CC2=C(N=C(O2)C2=CC(=NC=C2)C(=O)O)C1